(S)-5-(2-chlorophenyl)-1-cyclopentyl-N-(4-(3,3-difluoropiperidin-1-yl)-1-(5-methyl-4H-1,2,4-triazol-3-yl)butan-2-yl)-1H-pyrazole-3-carboxamide ClC1=C(C=CC=C1)C1=CC(=NN1C1CCCC1)C(=O)N[C@H](CC1=NN=C(N1)C)CCN1CC(CCC1)(F)F